racemic-(6-Fluoro-1H-indol-3-yl)(4-(1-hydroxypropyl)thiazol-2-yl)methanone FC1=CC=C2C(=CNC2=C1)C(=O)C=1SC=C(N1)[C@@H](CC)O |r|